2,4-dichloro-5-trifluoromethyl-pyridine ClC1=NC=C(C(=C1)Cl)C(F)(F)F